4-fluoro-2-((1R,4r)-4-((2R,4aS,6S,8aR)-6-propyldecalin-2-yl)cyclohexyl)-1H-indole FC1=C2C=C(NC2=CC=C1)C1CCC(CC1)[C@H]1C[C@H]2CC[C@@H](C[C@@H]2CC1)CCC